iron tetrakis(pentafluorophenyl)porphyrin chloride [Cl-].FC1=C(C(=C(C(=C1C1=C2C=CC(C(=C3C=CC(=C(C=4C=CC(=C(C5=CC=C1N5)C5=C(C(=C(C(=C5F)F)F)F)F)N4)C4=C(C(=C(C(=C4F)F)F)F)F)N3)C3=C(C(=C(C(=C3F)F)F)F)F)=N2)F)F)F)F.[Fe+2].[Cl-]